FC1(C=2N=CC=NC2C=CC1)C 5-fluoro-5-methylquinoxaline